NC=1C=C(C=CC1)C=1N=NN(C1C(=O)OC)COCC[Si](C)(C)C methyl 4-(3-aminophenyl)-1-((2-(trimethylsilyl)ethoxy)methyl)-1H-1,2,3-triazole-5-carboxylate